2-propyl-4-(1-hydroxy-1-methylethyl)-1H-imidazole-5-carboxylic acid ethyl ester C(C)OC(=O)C1=C(N=C(N1)CCC)C(C)(C)O